ClC=1C(=NC(=NC1)NC1=CC(=C(C=C1OC(C)C)N1CCC(CC1)N(C)CC1=CC=C(C=C1)NC1C(NC(CC1)=O)=O)C)NC1=C(C=CC=C1)S(=O)(=O)C(C)C 3-((4-(((1-(4-((5-chloro-4-((2-(isopropylsulfonyl)phenyl)amino)pyrimidin-2-yl)amino)-5-isopropoxy-2-methylphenyl)piperidin-4-yl)(methyl)amino)methyl)phenyl)amino)piperidine-2,6-dione